ClC=1C(=NC=CC1)C(=O)NC1(CCN(CC1)C1=NC=C(C=C1)C=1C=2N(C=C(C1)OCC)N=CC2C#N)CO 3-chloro-N-(1-(5-(3-cyano-6-ethoxypyrazolo[1,5-a]pyridin-4-yl)pyridin-2-yl)-4-(hydroxymethyl)piperidin-4-yl)picolinamide